methyl 3-(2-((6-methoxypyridin-3-yl)methyl)-1-oxo-1,2-dihydrophthalazin-6-ylthio)thiophene-2-carboxylate COC1=CC=C(C=N1)CN1C(C2=CC=C(C=C2C=N1)SC1=C(SC=C1)C(=O)OC)=O